C1CC(CCC1)N m-cyclohexylamine